NC1=NC=NC=2N(C3=C(C=C(C=C3C21)C(F)(F)F)C)CC(=O)N2[C@@H](C[C@@](C2)(C)F)C(=O)NC2=NC(=CC=C2C)Br (2S,4R)-1-(2-(4-amino-8-methyl-6-(trifluoromethyl)-9H-pyrimido[4,5-b]indol-9-yl)acetyl)-N-(6-bromo-3-methylpyridin-2-yl)-4-fluoro-4-methylpyrrolidine-2-carboxamide